(5-{[2-(4-Isopropylphenyl)imidazo[1,2-a]-pyrimidin-3-yl]methyl}-2,5-diazabicyclo[2.2.2]-oct-2-yl)(6-methoxy-3-methylpyridin-2-yl)-methanone C(C)(C)C1=CC=C(C=C1)C=1N=C2N(C=CC=N2)C1CN1C2CN(C(C1)CC2)C(=O)C2=NC(=CC=C2C)OC